N(=[N+]=[N-])CC1CCN(CC1)C1=CC=C(N=N1)C(=O)NC1CCC(CC1)OC1=CC(=C(C=C1)C#N)Cl 6-(4-(azidomethyl)piperidin-1-yl)-N-((1r,4r)-4-(3-chloro-4-cyanophenoxy)cyclohexyl)-pyridazine-3-carboxamide